5-fluoro-2-(2-(dimethylamino)ethoxy)benzaldehyde FC=1C=CC(=C(C=O)C1)OCCN(C)C